dimethyl-5-oxo-3-furancarboxylic acid CC1=C(C(OC1=O)C)C(=O)O